ClC1=C(C=CC=2C3=C(NC12)CCN([C@@H]3C)C(=O)NO)Cl (R)-6,7-dichloro-N-hydroxy-1-methyl-1,3,4,5-tetrahydro-2H-pyrido[4,3-b]indole-2-carboxamide